[Na+].C(CCCCCCC)(=O)[O-] octanoic acid, sodium salt